ClC1=NN2C(C(=N1)NCC1=CC=NC=C1)=CC=C2C 2-chloro-7-methyl-N-(pyridin-4-ylmethyl)pyrrolo[2,1-f][1,2,4]triazin-4-amine